[I-].C(C)C1=[N+](C2=C(N1C)C=CC=C2)C 2-ethyl-1,3-dimethyl-1H-benzo[d]imidazole-3-ium iodide